3-(4-((4-bromobut-2-en-1-yl)amino)-1-carbonylisoindolin-2-yl)piperidine-2,6-dione BrCC=CCNC1=C2CN(C(C2=CC=C1)=C=O)C1C(NC(CC1)=O)=O